FC1=C(C(=O)NC2=CC=C(C=C2)NC2=NC=C3C(=N2)N(N(C3=O)C)C3=NC=CC=C3)C=C(C=C1)CN1C(NC(C3=C(C=CC=C13)F)=O)=O 2-fluoro-5-[(5-fluoro-2,4-dioxo-quinazolin-1-yl)methyl]-N-[4-[[2-methyl-3-oxo-1-(2-pyridyl)pyrazolo[3,4-d]pyrimidin-6-yl]amino]phenyl]benzamide